C[C@H]1[C@H]([C@H]([C@@H]([C@@H](O1)OC[C@@H]2[C@H]([C@@H]([C@H]([C@@H](O2)O)NC(=O)C)O)O[C@H]3[C@@H]([C@H]([C@@H]([C@H](O3)CO)O[C@H]4[C@H]([C@H]([C@@H]([C@H](O4)CO[C@@H]5[C@H]([C@H]([C@@H]([C@H](O5)CO)O)O)O[C@H]6[C@@H]([C@H]([C@@H]([C@H](O6)CO)O)O[C@H]7[C@@H]([C@H]([C@H]([C@H](O7)CO)O)O)O[C@H]8[C@H]([C@@H]([C@@H]([C@@H](O8)C)O)O)O)NC(=O)C)O)O[C@@H]9[C@H]([C@H]([C@@H]([C@H](O9)CO)O)O)O[C@H]1[C@@H]([C@H]([C@@H]([C@H](O1)CO)O)O[C@H]1[C@@H]([C@H]([C@H]([C@H](O1)CO)O)O)O[C@H]1[C@H]([C@@H]([C@@H]([C@@H](O1)C)O)O)O)NC(=O)C)O)O)NC(=O)C)O)O)O The molecule is an amino oligosaccharide that is a dodecasaccharide derivative in which two alpha-L-fucosyl-(1->2)-beta-D-galactosyl-(1->4)-N-acetyl-beta-D-glucosaminyl-(1->2)-alpha-D-mannosyl tetrasaccharide chains are linked (1->3) and (1->6) to the mannose residue of a beta-D-mannosyl-(1->4)-N-acetyl-beta-D-glucosaminyl-(1->4)-[alpha-L-fucosyl-(1->6)]-N-acetyl-D-glucosamine branched tetrasaccharide. It is an amino oligosaccharide and a glucosamine oligosaccharide.